O=C1NC2C(N1)CS[C@H]2CCCCC(=O)N 5-((4S)-2-oxohexahydro-1H-thieno[3,4-d]imidazol-4-yl)pentanamide